Tert-butyl 3-[1-(2,6-dioxo-3-piperidyl)-3-methyl-2-oxo-benzimidazol-4-yl]piperidine-1-carboxylate O=C1NC(CCC1N1C(N(C2=C1C=CC=C2C2CN(CCC2)C(=O)OC(C)(C)C)C)=O)=O